(R)-3-(1-(2-(2-methoxyphenyl)-2-((tetrahydro-2H-pyran-4-yl)oxy)ethyl)-5-methyl-6-(oxazole-2-yl)-2,4-dioxo-1,2-dihydrothieno[2,3-d]pyrimidine-3(4H)-yl)benzoic acid COC1=C(C=CC=C1)[C@H](CN1C(N(C(C2=C1SC(=C2C)C=2OC=CN2)=O)C=2C=C(C(=O)O)C=CC2)=O)OC2CCOCC2